C(CCCCCCCCCCCCCCCCCCCCC)(=O)NCCN(CC)CC behenamidoethyldiethyl-amine